CC=1C=CC(=NC1CN[C@@H]1COCC1)NC1=CC2=C(C=N1)SC(=N2)N2N=CC=C2C 5-Methyl-N-[2-(5-methyl-1H-pyrazol-1-yl)-[1,3]thiazolo[5,4-c]pyridin-6-yl]-6-({[(3S)-oxolan-3-yl]amino}methyl)pyridin-2-amine